N5-cyclobutyl-N3-methyl-2-oxo-1-(pyridin-2-ylmethyl)-1,2-dihydropyridine-3,5-dicarboxamide C1(CCC1)NC(=O)C=1C=C(C(N(C1)CC1=NC=CC=C1)=O)C(=O)NC